N[C@@H](C(=O)O)CC1=CC=C(C=C1)C#N (2R)-2-amino-3-(4-cyanophenyl)propionic acid